FC1CC2CC(N(C3=NC=CC=C3C(NS(C3=CC=CC(NC1)=N3)(=O)=O)=O)C2)(C)C 16-fluoro-12,12-dimethyl-2λ6-thia-3,9,11,18,23-pentaazatetracyclo[17.3.1.111,14.05,10]tetracosa-1(22),5,7,9,19(23),20-hexaene-2,2,4-trione